BrC=1C=C2C(C(NC2=CC1)=O)=NN=C1SCC(N1C1=CC=C(C=C1)C)=O 5-bromo-3-(2-(3-(4-methylphenyl)-4-oxothiazolidine-2-ylidene)hydrazono)-1H-indol-2-one